CC=1C=C2C(=NC1C(C#CC(=O)N)C)C(N(C2)C)=O 3,6-dimethyl-7-oxo-5H-pyrrolo[3,4-b]pyridin-2-ylpent-2-ynamide